N1[C@@H](CCO1)C(=O)O 5-oxa-proline